N-(2-CHLORO-6-METHYLPHENYL)-2-((6-(4-(3-(2-(4-(2,6-DIOXOPIPERIDIN-3-YL)-3,5-DIFLUOROPHENOXY)ACETAMIDO)PROPYL)PIPERAZIN-1-YL)-2-METHYLPYRIMIDIN-4-YL)AMINO)THIAZOLE-5-CARBOXAMIDE ClC1=C(C(=CC=C1)C)NC(=O)C1=CN=C(S1)NC1=NC(=NC(=C1)N1CCN(CC1)CCCNC(COC1=CC(=C(C(=C1)F)C1C(NC(CC1)=O)=O)F)=O)C